C(C)(C)(C)C=1C=C(N(N1)C1=C(C=CC=C1)OC)NC(OCC(Cl)(Cl)Cl)=O 2,2,2-trichloroethyl N-[5-tert-butyl-2-(2-methoxyphenyl)pyrazol-3-yl]carbamate